N,N,N-trimethylammonium methanesulfonate CS(=O)(=O)[O-].C[NH+](C)C